Pyrrolidin-2-one N1C(CCC1)=O